ClC=1C=CC(=C(C1)C1=C(C=NC(=C1)C)C(=O)NC=1SC=2C(=NC=C(N2)C2=CC=C(C=C2)C2CC2)N1)OC 4-(5-chloro-2-methoxyphenyl)-N-(6-(4-cyclopropylphenyl)thiazolo[4,5-b]pyrazin-2-yl)-6-methylpyridine-3-carboxamide